[Cl-].C(CCC)[N+]1(CCCCC1)CCCC 1,1-Dibutylpiperidinium chlorid